6-[3-(5-chloro-2-methylpyridine-3-sulfonamido)-2,6-difluorophenyl]-N-methylimidazo[1,5-a]pyrazine-1-carboxamide ClC=1C=C(C(=NC1)C)S(=O)(=O)NC=1C(=C(C(=CC1)F)C=1N=CC=2N(C1)C=NC2C(=O)NC)F